2-[2-[(3-cyano-2-pyridinyl)sulfanyl]-2-phenyl-ethyl]malononitrile C(#N)C=1C(=NC=CC1)SC(CC(C#N)C#N)C1=CC=CC=C1